FC1=C(C(=O)N(C)C)C=CC(=C1)C(CC1=NC(=NC(=N1)N[C@@H](CO)CC(C)C)S(=O)(=O)C)C 2-Fluoro-4-(1-(4-(((R)-1-hydroxy-4-methylpent-2-yl)amino)-6-(methylsulfonyl)-1,3,5-triazin-2-yl)propan-2-yl)-N,N-dimethylbenzamide